BrC1=C2C=NN(C2=CC2=C1[C@@H](CCC2)OC)COCC[Si](C)(C)C |o1:10| (R*)-4-bromo-5-methoxy-1-((2-(trimethylsilyl)ethoxy)methyl)-5,6,7,8-tetrahydro-1H-benzo[f]indazole